CCCCCCCCOC1=CC=C(C=C1)C(=O)O 4-N-octyloxybenzoic acid